O=CC(C)N 1-oxopropan-2-yl-ammonia